P(O)(O)OC1=C(C(OP(O)O)=C(C(=C1C1=CC=CC=C1)C1=CC=CC=C1)C1=CC=CC=C1)C1=CC=CC=C1 tetraphenylresorcinol bis-phosphite